C(=O)=C(CC)N1CCN(CC1)C1=NC=C(C=N1)C(F)(F)F 1-carbonyl-1-(4-(5-(trifluoromethyl)pyrimidin-2-yl)piperazin-1-yl)propane